(1S,2S)-2-(((6-(5-(((((R)-1-(2-chloropyridin-3-yl)ethoxy)carbonyl)amino)methyl)-1-methyl-1H-1,2,3-triazol-4-yl)-2-methylpyridin-3-yl)oxy)methyl)cyclohexane-1-carboxylic acid ClC1=NC=CC=C1[C@@H](C)OC(=O)NCC1=C(N=NN1C)C1=CC=C(C(=N1)C)OC[C@@H]1[C@H](CCCC1)C(=O)O